CC1=CC=C(C=C1)S(=O)(=O)OCC#C prop-2-ynyl 4-methylbenzenesulfonate